6-vinyl-1,2,4-triazin-3-amine C(=C)C1=CN=C(N=N1)N